Cl.C(C)N=C=NCCCN(C)C 1-ethyl-3-(3-dimethylaminopropyl)carbodiimide hydrochloride salt